[Si](C1=CC=CC=C1)(C1=CC=CC=C1)(C(C)(C)C)OC1CC2(OC3(CCC(CC3)C(=O)OC)OO2)CCC1 Methyl 10-((tert-butyldiphenylsilyl)oxy)-7,14,15-trioxadispiro[5.1.58.26]pentadecane-3-carboxylate